(4-(pyrrolidin-3-yl)-1H-1,2,3-triazol-1-yl) methylpentanoate CC(C(=O)ON1N=NC(=C1)C1CNCC1)CCC